NC=1CC(=CC2=C(N1)C=C(C=C2)C2(CC2)C(NC=2C=NC=1CCN(CC1C2)C(CO)=O)=O)C(=O)N(CCC)CCO 2-amino-8-(1-((6-(2-hydroxyacetyl)-5,6,7,8-tetrahydro-1,6-naphthyridin-3-yl)carbamoyl)cyclopropyl)-N-(2-hydroxyethyl)-N-propyl-3H-benzo[b]azepin-4-carboxamide